tert-butyl (3S)-3-[5-methyl-4-(4,4,5,5-tetramethyl-1,3,2-dioxaborolan-2-yl) pyrazol-1-yl]piperidine-1-carboxylate CC1=C(C=NN1[C@@H]1CN(CCC1)C(=O)OC(C)(C)C)B1OC(C(O1)(C)C)(C)C